tert-Butyl (3R)-3-[(1S)-2-tert-butoxy-1-[[3-[(2-tert-butoxy-2-oxo-ethyl)sulfamoyl]phenyl] methyl]-2-oxo-ethyl]pyrrolidine-1-carboxylate C(C)(C)(C)OC([C@@H](CC1=CC(=CC=C1)S(NCC(=O)OC(C)(C)C)(=O)=O)[C@@H]1CN(CC1)C(=O)OC(C)(C)C)=O